ClCCCCP(OCC)(OCC)=O Diethyl (4-chlorobutyl)phosphonate